NC=1C=C(C=CC1)S(=O)(=O)NC1=NC(=CC(=N1)OC1=C(C=CC(=C1)C(=O)N1CCCCC1)Cl)C1=C(C=CC=C1C)C 3-Amino-N-[4-[2-chloro-5-(piperidine-1-carbonyl)phenoxy]-6-(2,6-dimethylphenyl)pyrimidin-2-yl]benzenesulfonamide